C1(=CC=CC=C1)C#CN1C=NC2=C1C=CC=C2 1-(Phenylethynyl)-1H-benzimidazole